(2R)-2-(6-{5-chloro-2-[(oxan-4-yl)amino]pyrimidin-4-yl}-1-oxo-2,3-dihydro-1H-isoindol-2-yl)-N-[(1R)-1-[3-(morpholin-4-yl)phenyl]ethyl]propanamide ClC=1C(=NC(=NC1)NC1CCOCC1)C1=CC=C2CN(C(C2=C1)=O)[C@@H](C(=O)N[C@H](C)C1=CC(=CC=C1)N1CCOCC1)C